NC1=NC=2C3=C(C(CC2C=N1)(C)C)C(=NN3)C(=O)NC=3SC=C(N3)CC(=O)N3C[C@H](CC3)N(C)C 8-amino-N-(4-{2-[(3S)-3-(dimethylamino)pyrrolidin-1-yl]-2-oxoethyl}-1,3-thiazol-2-yl)-4,4-dimethyl-4,5-dihydro-1H-pyrazolo[4,3-H]quinazoline-3-carboxamide